The molecule is an ascarosyloxycarboxylic acid beta-D-glucopyranosyl ester resulting from the formal esterification of the carboxy group of ascr#1 with the anomeric hydroxy group of beta-D-glucopyranose. It is a metabolite of the nematode Caenorhabditis elegans. It has a role as a Caenorhabditis elegans metabolite. It is an ascarosyloxycarboxylic acid beta-D-glucopyranosyl ester and an (omega-1)-hydroxy fatty acid ascaroside. It derives from an ascr#1. C[C@H]1[C@@H](C[C@H]([C@@H](O1)O[C@H](C)CCCCC(=O)O[C@H]2[C@@H]([C@H]([C@@H]([C@H](O2)CO)O)O)O)O)O